thiophen-2-yl-N,N-diphenyl-9H-carbazole-2-amine S1C(=CC=C1)C1=C(C=CC=2C3=CC=CC=C3NC12)N(C1=CC=CC=C1)C1=CC=CC=C1